2-(5-((S)-2-(aminomethyl)pyrrolidin-1-yl)pyridin-2-yl)-4-(2-fluoro-6-methoxyphenyl)-2,3-dihydro-1H-pyrrolo[3,4-c]pyridin-1-one NC[C@H]1N(CCC1)C=1C=CC(=NC1)N1CC=2C(=NC=CC2C1=O)C1=C(C=CC=C1OC)F